N-(2'-carboxy-ethyl)ethylenediamine C(=O)(O)CCNCCN